3-(chloromethyl)-1-(3-fluorophenyl)pyrazole ClCC1=NN(C=C1)C1=CC(=CC=C1)F